BrC1=CC=CC(=N1)N[C@H]1CN(CC1)C(=O)OC(C)(C)C tert-butyl (3R)-3-[(6-bromopyridin-2-yl)amino]pyrrolidine-1-carboxylate